7-(5-isopropyl-1H-pyrazol-4-yl)-N-(tetrahydro-2H-pyran-4-yl)-[1,2,4]triazolo[1,5-a]pyridin-2-amine C(C)(C)C1=C(C=NN1)C1=CC=2N(C=C1)N=C(N2)NC2CCOCC2